5-((9-ethyl-6-morpholino-9H-purin-2-yl)amino)-N,N-dimethyl-3-phenyl-1H-pyrazole-1-sulfonamide C(C)N1C2=NC(=NC(=C2N=C1)N1CCOCC1)NC1=CC(=NN1S(=O)(=O)N(C)C)C1=CC=CC=C1